NC1=C(C(=NC=N1)C=1C(=C(C=C(C1)F)N1C(C=2N(CC1)C1=C(C2)CC(C1)(C)C)=O)C)OC[C@H]1N(CCC1)C(C#CC)=O (S)-2-(3-(6-amino-5-((1-(but-2-ynoyl)pyrrolidin-2-yl)methoxy)pyrimidin-4-yl)-5-fluoro-2-methylphenyl)-7,7-dimethyl-3,4,7,8-tetrahydro-2H-cyclopenta[4,5]pyrrolo[1,2-a]pyrazin-1(6H)-one